(rel)-(S)-methyl 4-(3-hydroxy-3-(methoxymethyl) pent-1-yn-1-yl)-3-methoxybenzoate O[C@](C#CC1=C(C=C(C(=O)OC)C=C1)OC)(CC)COC |o1:1|